4-bromo-2-fluoro-5-(2-methoxyphenoxy)aniline BrC1=CC(=C(N)C=C1OC1=C(C=CC=C1)OC)F